1-(4-(2,3-dimethylphenoxy)piperidin-1-yl)-2-(4-methyl-1,2,5-oxadiazol-3-yl)ethan-1-one CC1=C(OC2CCN(CC2)C(CC2=NON=C2C)=O)C=CC=C1C